3-cyclopropyl-2-[9H-fluoren-9-ylmethoxycarbonyl(methyl)amino]propanoic acid C1(CC1)CC(C(=O)O)N(C)C(=O)OCC1C2=CC=CC=C2C=2C=CC=CC12